NCC1(CCC1)CO [1-(aminomethyl)cyclobutyl]methanol